N-(3-Hydroxyphenyl)acrylamide C=CC(=O)NC1=CC(=CC=C1)O